COC[C@@H](C(=O)NCC1=CC=CC2=CC=CC=C12)NC([C@H](CC(=O)OCC1=CC=CC=C1)NC(CCC1=CC=CC=C1)=O)=O benzyl (S)-4-(((S)-3-methoxy-1-((naphthalen-1-ylmethyl)amino)-1-oxopropan-2-yl)amino)-4-oxo-3-(3-phenylpropanamido)butanoate